tert-butyl 4-[1-(4-aminophenyl)-4-piperidyl]piperidine-1-carboxylate NC1=CC=C(C=C1)N1CCC(CC1)C1CCN(CC1)C(=O)OC(C)(C)C